tert-butyl 5-fluoro-1-oxo-6-(4,4,5,5-tetramethyl-1,3,2-dioxaborolan-2-yl)-3,4-dihydroisoquinoline-2(1H)-carboxylate FC1=C2CCN(C(C2=CC=C1B1OC(C(O1)(C)C)(C)C)=O)C(=O)OC(C)(C)C